3-(((tert-Butyloxycarbonyl)(cyclobutylmethyl)amino)methyl)-6-((4-oxo-4H-pyrido[1,2-a]pyrimidine-2-carboxamido)methyl)-1H-indole-1-carboxylic acid tert-butyl ester C(C)(C)(C)OC(=O)N1C=C(C2=CC=C(C=C12)CNC(=O)C=1N=C2N(C(C1)=O)C=CC=C2)CN(CC2CCC2)C(=O)OC(C)(C)C